hexahydropyrido[4,3-d]pyrimidine-2,4(1H,3H)-dione N1C(NC(C2C1CCNC2)=O)=O